N-(1,6-dichloro-9H-xanthen-9-yl)-2-oxo-6-(trifluoromethyl)-5-vinyl-1,2-dihydropyridine-3-carboxamide ClC1=CC=CC=2OC3=CC(=CC=C3C(C12)NC(=O)C=1C(NC(=C(C1)C=C)C(F)(F)F)=O)Cl